2-Oxo-4-pentenoic acid O=C(C(=O)O)CC=C